3-((3-hydroxy-2-(morpholine-4-carbonyl)pyridin-4-yl)amino)-4-((2,6,6-trimethyl-4,5,6,7-tetrahydrobenzo[d]thiazol-7-yl)amino)cyclobut-3-ene-1,2-dione OC=1C(=NC=CC1NC=1C(C(C1NC1C(CCC=2N=C(SC21)C)(C)C)=O)=O)C(=O)N2CCOCC2